[N+]1(=CC=C(C=C1)C=O)[O-] 4-PYRIDINECARBOXALDEHYDE N-OXIDE